1-ethoxycarbonyl-4-(2-dimethylaminoethyl)semicarbazide C(C)OC(=O)NNC(=O)NCCN(C)C